MEGLUMIN N(C)C[C@H](O)[C@@H](O)[C@H](O)[C@H](O)CO